BrC1C=CC2=CC=CC=C12 bromo-1H-indene